2-(7-((1S,2S,5R)-8-azabicyclo[3.2.1]octan-2-yl)-4-methyl-7H-imidazo[4,5-c]pyridazin-3-yl)-5-(trifluoromethyl)phenol [C@@H]12[C@H](CC[C@@H](CC1)N2)N2C=NC1=C2N=NC(=C1C)C1=C(C=C(C=C1)C(F)(F)F)O